O=C1NC(CCC1N1C(C2=CC=C(C=C2C1)CNC(C(C1=CC(=C(C=C1)OC(C)C)C)(F)F)=O)=O)=O N-((2-(2,6-dioxopiperidin-3-yl)-1-oxoisoindolin-5-yl)methyl)-2,2-difluoro-2-(4-isopropoxy-3-methylphenyl)acetamide